2-(3-chloro-4-((3-fluoro-2-(3-methoxy-3-methylazetidin-1-yl)pyridin-4-yl)oxy)phenyl)-4-(2,6-difluorobenzyl)-2,4-dihydro-3H-1,2,4-triazol-3-one ClC=1C=C(C=CC1OC1=C(C(=NC=C1)N1CC(C1)(C)OC)F)N1N=CN(C1=O)CC1=C(C=CC=C1F)F